C(C)OC1(CC1)O[Si](C)(C)C 1-ethoxy-1-(trimethylsiloxy)cyclopropane